(R)-(6-((5-bromo-2-((3-cyclopropyl-1,2,3,4,4a,5-hexahydrobenzo[b]pyrazino[1,2-d][1,4]oxazin-8-yl)amino)pyrimidin-4-yl)amino)quinoxalin-5-yl)dimethylphosphine oxide BrC=1C(=NC(=NC1)NC=1C=CC2=C(OC[C@@H]3N2CCN(C3)C3CC3)C1)NC=1C(=C3N=CC=NC3=CC1)P(C)(C)=O